5-(4-amino-5-(trifluoromethyl)pyrrolo[2,1-f][1,2,4]triazin-7-yl)-N-((3R,4S)-1-(2-chlorothiazole-5-carbonyl)-4-fluoropyrrolidin-3-yl)-2-methoxynicotinamide NC1=NC=NN2C1=C(C=C2C=2C=NC(=C(C(=O)N[C@@H]1CN(C[C@@H]1F)C(=O)C1=CN=C(S1)Cl)C2)OC)C(F)(F)F